O=C1NC=C(C(N1)=O)C=1C=C(C=2N(N1)C=CN2)N2CC(C(C2)(F)F)NC(C2=CC=CC=C2)=O N-[1-[6-(2,4-dioxo-1H-pyrimidin-5-yl)imidazo[1,2-b]pyridazin-8-yl]-4,4-difluoro-pyrrolidin-3-yl]benzamide